butyl 4-amino-1H-pyrazole-1-carboxylate NC=1C=NN(C1)C(=O)OCCCC